2-[(4-{[6-(5-chloro-2-fluorophenyl)-3-methylpyridazin-4-yl]amino}pyridin-2-yl)carbamoyl]ethyl-1-methylpiperazine-2-carboxylic acid ClC=1C=CC(=C(C1)C1=CC(=C(N=N1)C)NC1=CC(=NC=C1)NC(=O)CCC1(N(CCNC1)C)C(=O)O)F